O[C@H](C[C@@H]1N(C(OC1)(C)C)C(=O)OC(C)(C)C)CC |o1:3| tert-butyl rel-(S*)-4-((S)-2-hydroxybutyl)-2,2-dimethyloxazolidine-3-carboxylate